COC(C1=NC=C(C=C1)OCC(CCC)C)=O 5-((2-methylpentyl)oxy)picolinic acid methyl ester